The molecule is a naphthopyran that is 3,4-dihydronaphtho[2,3-c]pyran-1-one which is substituted by a (2R,4R)-2,4,9-trihydroxynonyl group at position 3 and a methoxy group at position 7. Published in Acta Pharm. Sin. B, 2013, 3, 163-166. See also J. Antibiot., 2011, 64, 503-508. It is an aromatic ether, a member of phenols, a delta-lactone, a secondary alcohol, a primary alcohol and a naphtho-alpha-pyrone. COC1=CC(=C2C(=C1)C=C3C[C@H](OC(=O)C3=C2O)C[C@@H](C[C@@H](CCCCCO)O)O)O